Cl.Cl.C(C)OC([C@H](CC(C)C)NC([C@H](CCC1=NC2=C(N1C1=CC=CC=C1)C=CC(=C2)N(CCCl)CCCl)N)=O)=O (2S)-2-[[(2S)-2-amino-4-[5-[bis(2-chloroethyl)amino]-1-phenyl-benzimidazol-2-yl]butanoyl]amino]-4-methyl-pentanoic acid ethyl ester dihydrochloride